triphenyl-n-butyl-lithium borate B(O)(O)O.C1(=CC=CC=C1)C(CCC[Li])(C1=CC=CC=C1)C1=CC=CC=C1